CN(CC(=CC)C)C N,N,2-trimethylbut-2-en-1-amine